2-[5-(3-Methylbut-2-enoxy)-2-[3-(4-propylphenyl)prop-2-enoyl]phenoxy]acetic acid CC(=CCOC=1C=CC(=C(OCC(=O)O)C1)C(C=CC1=CC=C(C=C1)CCC)=O)C